N,N,N',N'-tetramethylthiourea tetrafluoroborate F[B-](F)(F)F.CN(C(=S)N(C)C)C